C(CCC)C=1N(C=C(N1)C1=CC=C(OCCCN(CC)CC)C=C1)CC1=CC=C(C=C1)OC1=CC=C(C=C1)Cl [3-(4-{2-Butyl-1-[4-(4-chloro-phenoxy)-benzyl]-1H-imidazol-4-yl}-phenoxy)-propyl]-diethyl-amine